2-{3-[(azetidin-1-yl)methyl]anilino}-6-fluoro-3-phenylquinazolin-4(3H)-one N1(CCC1)CC=1C=C(NC2=NC3=CC=C(C=C3C(N2C2=CC=CC=C2)=O)F)C=CC1